1-(3,4-epoxycyclohexyl)methylmethyldimethoxysilane tert-butyl-N-cyclopropyl-N-{1-[8-(1,2,3-triazol-2-yl)-6H-isochromeno[3,4-b]pyridin-3-yl]pyrrolidin-3-YL}carbamate C(C)(C)(C)OC(N(C1CN(CC1)C1=CC=C2C(=N1)OCC=1C=C(C=CC12)N1N=CC=N1)C1CC1)=O.C1(CC2C(CC1)O2)CC[SiH](OC)OC